C1NCC12CS(CCC2)(=O)=O 6λ6-thia-2-azaspiro[3.5]nonane 6,6-dioxide